BrC1=CC(=C(C(=O)NC2=NC(=NC(=C2)C)N2CC(CCC2)C(=O)OC)C=C1)N1CCC(CC1)CNC(=O)OC(C)(C)C methyl 1-(4-(4-bromo-2-(4-(((tert-butoxycarbonyl)amino)methyl)piperidin-1-yl)benzamido)-6-methylpyrimidin-2-yl)piperidine-3-carboxylate